N-[4-[2-oxo-6-[2-(trifluoromethyl)-1-piperidinyl]-1H-pyridin-4-yl]-2-pyridinyl]carbamic acid methyl ester COC(NC1=NC=CC(=C1)C1=CC(NC(=C1)N1C(CCCC1)C(F)(F)F)=O)=O